C(=O)(O)CCCCC[N+]1=C(CC2=CC=CC=C12)\C=C\C=C\C=C\C=C\1/N(C2=CC=CC=C2C1)CC 1-(5-carboxypentyl)-2-[(1E,3E,5E,7Z)-7-(1-ethyl-1,3-dihydro-2H-indol-2-ylidene)hept-1,3,5-trien-1-yl]-3H-indolium